C1(CC1)C1=C(C(=NO1)C1=C(C=CC=C1Cl)Cl)COC12CCC(CC1)(CC2)C(=O)N2CC1=CC=CC=C1CC2 2-(4-((5-Cyclopropyl-3-(2,6-dichlorophenyl)isoxazol-4-yl)methoxy)bicyclo[2.2.2]octan-1-carbonyl)-1,2,3,4-tetrahydroisochinolin